C(C1=CC=CC=C1)[C@@H](C(=O)OC)CC(=O)ON1C(C2=CC=CC=C2C1=O)=O 4-(1,3-dioxoisoindolin-2-yl) 1-methyl (R)-2-benzylsuccinate